C(C=1C(C(=O)O)=CC=CC1)(=O)O.CC(CO)CCCO 2-methyl-1,5-pentanediol phthalate